C1(CC1)NC1(CCC1)CC1=C(C(=O)N)C=CC(=C1)C#CC1=CC=C(C=C1)F ((1-(cyclopropylamino)cyclobutyl)methyl)-4-((4-fluorophenyl)ethynyl)benzamide